ClC=1C(=NC=CC1C1=C(C(=CC=C1)C1=NC(=C(C=C1)CN(C)C)OC)Cl)C1=CC(=C(C=C1)CN(C)C)OC 1-[4-[3-Chloro-4-[2-chloro-3-[5-[(dimethylamino)methyl]-6-methoxy-2-pyridyl]phenyl]-2-pyridyl]-2-methoxy-phenyl]-N,N-dimethyl-methanamine